N-({2-[({bicyclo[3.1.0]hexane-6-yl}amino)methyl]-1H-indol-6-yl}methyl)-4-oxo-4H-pyrido[1,2-a]pyrimidine-2-carboxamide C12CCCC2C1NCC=1NC2=CC(=CC=C2C1)CNC(=O)C=1N=C2N(C(C1)=O)C=CC=C2